[Si](C)(C)(C(C)(C)C)OCC[C@@H]1N(C(CC1)=O)C(=O)OC(C)(C)C (R)-tert-butyl 2-(2-((tert-butyldimethylsilyl) oxy) ethyl)-5-oxopyrrolidin-1-carboxylate